CSCC(=O)NC1=CC(=CC=C1)C=1OC=2C(=NC=CC2)N1 2-(methylthio)-N-(3-(oxazolo[4,5-b]pyridin-2-yl)phenyl)acetamide